6,7-dihydroxy-5,4'-dimethoxyflavone OC=1C(=C2C(C=C(OC2=CC1O)C1=CC=C(C=C1)OC)=O)OC